OCC1=CC(=CC=2C=CSC21)C(CC(=O)[O-])C2=C(C1=C(N(N=N1)CC(F)(F)F)C=C2)C 3-[7-(hydroxymethyl)-1-benzothiophen-5-yl]-3-[4-methyl-1-(2,2,2-trifluoroethyl)-1H-benzotriazol-5-yl]propanoate